4-fluoro-3-(2-{[(3-fluoro-1-(2-pyridyl)cyclobutyl)methyl]amino}pyrimidin-5-yl)benzamide FC1=C(C=C(C(=O)N)C=C1)C=1C=NC(=NC1)NCC1(CC(C1)F)C1=NC=CC=C1